ClC=1C2=C(N(C(N1)=O)C=1C(=NC=CC1C)C(C)C)N=C(C=C2F)Cl 4,7-dichloro-5-fluoro-1-(2-isopropyl-4-methylpyridin-3-yl)pyrido[2,3-d]pyrimidin-2(1H)-one